C(C)(C)(C)OC(=O)N1C(C2=CC=C(C=C2CC1)CCC(=O)N(C)OC)C 6-(3-(methoxy(methyl)amino)-3-oxopropyl)-1-methyl-3,4-dihydroisoquinoline-2(1H)-carboxylic acid tert-butyl ester